ClC1C2C3=CC4=C(OCO4)C=C3C(C1)C2Cl 6,10-dichloro-5,6,7,8-tetrahydro-5,8-methanonaphtho[2,3-d][1,3]dioxol